CC(CC(=O)C1=C(C(=C(OCCCOC(=O)NCCOC=2C=C(C(=O)O)C=CC2OC)C=C1)C)O)(C)C 3-[2-(N-{2-[4-(3,3-Dimethylbutanoyl)-3-hydroxy-2-methylphenoxy]ethyl}methoxycarbonylamino)ethoxy]-4-methoxybenzoic acid